2-((2-(bis(4-methoxyphenyl)(phenyl)methoxy)ethyl)disulfaneyl)ethan-1-ol COC1=CC=C(C=C1)C(OCCSSCCO)(C1=CC=CC=C1)C1=CC=C(C=C1)OC